spiro[chroman-2,1'-cyclobutane] C12(CCC1)OC1=CC=CC=C1CC2